N-[7-(difluoromethoxy)-4-[3-(4-fluorophenyl)-1-methyl-1H-pyrazol-4-yl]pyrido[3,2-d]pyrimidin-6-yl]-3-(dimethylamino)bicyclo[1.1.1]pentane-1-carboxamide FC(OC1=CC=2N=CN=C(C2N=C1NC(=O)C12CC(C1)(C2)N(C)C)C=2C(=NN(C2)C)C2=CC=C(C=C2)F)F